(E)-1-(benzyloxy)-2-fluoro-4-methoxy-3-(2-nitrobut-1-en-1-yl)benzene C(C1=CC=CC=C1)OC1=C(C(=C(C=C1)OC)\C=C(/CC)\[N+](=O)[O-])F